3-phenylbutan-1-one C1(=CC=CC=C1)C(CC=O)C